C(C=C)(=O)[O-].C(CCCCCCCCCCCCCCCCC)[Sn+](CCCCCCCCCCCCCCCCCC)CCCCCCCCCCCCCCCCCC tristearyl-tin acrylate